ClC=1C(=C(C(=CC1N1CC(CC1)(OC)CN1CC(CC1)(C)C)Cl)S(=O)(=O)NC1=NC(=CC=C1)F)F 3,6-dichloro-4-(3-((3,3-dimethylpyrrolidin-1-yl)methyl)-3-methoxypyrrolidin-1-yl)-2-fluoro-N-(6-fluoropyridin-2-yl)benzenesulfonamide